3,3-dimethoxyhexane COC(CC)(CCC)OC